N-(8'-bromo-4'H-spiro[cyclopropane-1,5'-naphtho[2,1-d]isoxazol]-3'-yl)-2-methoxy-N-methylbenzenesulfonamide BrC1=CC=C2C3(CC=4C(=NOC4C2=C1)N(S(=O)(=O)C1=C(C=CC=C1)OC)C)CC3